Methyl (4-((benzyloxy)methyl)-2-oxopiperidine-4-carbonyl)glycinate C(C1=CC=CC=C1)OCC1(CC(NCC1)=O)C(=O)NCC(=O)OC